tert-butyl 4-(4-(2,2,2-trifluoroacetamido)phenyl)piperazine-1-carboxylate FC(C(=O)NC1=CC=C(C=C1)N1CCN(CC1)C(=O)OC(C)(C)C)(F)F